tert-butyl 3-(6-bromobenzo[d]thiazol-2-yl)-2-(4-(isopropylamino)benzamido)-4,7-dihydrothieno[2,3-c]pyridine-6(5H)-carboxylate BrC1=CC2=C(N=C(S2)C2=C(SC=3CN(CCC32)C(=O)OC(C)(C)C)NC(C3=CC=C(C=C3)NC(C)C)=O)C=C1